ClC1=C(C=CC=C1C1=C(C(=NC=C1)Cl)Cl)NC1=NC=CC(=C1F)CC=O 2-(2-((2-chloro-3-(2,3-dichloropyridin-4-yl)phenyl)amino)-3-fluoropyridin-4-yl)acetaldehyde